BrC(C(=O)C)(I)Cl 1-bromo-1-chloro-1-iodoacetone